1-carboxyl-3-methoxycarbonyl-2,3,4,9-tetrahydrobeta-carboline C(=O)(O)C1NC(CC=2C3=CC=CC=C3NC12)C(=O)OC